CC=1NC(C(=C2CCCCC12)CNC(=O)C1=CC=C(C=C1)C1=CC=C(C=C1)OC(F)(F)F)=O N-((1-methyl-3-oxo-2,3,5,6,7,8-hexahydroisoquinolin-4-yl)methyl)-4'-(trifluoromethoxy)-[1,1'-biphenyl]-4-carboxamide